2-chloro-4-(1-ethoxyethenyl)thieno[3,2-d]pyrimidine ClC=1N=C(C2=C(N1)C=CS2)C(=C)OCC